OC(COCC(C)O)C 2-hydroxy-propylether